2-((2R,6S)-4-(3-((5-chloro-4-(6-methyl-1H-indole-3-yl)pyrimidine-2-yl)amino)-5-cyclopropylbenzyl)-2,6-dimethylpiperazine-1-yl)ethane-1-ol ClC=1C(=NC(=NC1)NC=1C=C(CN2C[C@H](N([C@H](C2)C)CCO)C)C=C(C1)C1CC1)C1=CNC2=CC(=CC=C12)C